3H-pyrrolizine C1=CCN2C=CC=C12